tert-butyl 2-((benzyloxy) methyl)-7-azaspiro[3.5]nonane-7-carboxylate C(C1=CC=CC=C1)OCC1CC2(C1)CCN(CC2)C(=O)OC(C)(C)C